6-bromo-1-(pyridin-3-ylmethyl)-1H-pyrazolo[4,3-b]pyridine BrC=1C=C2C(=NC1)C=NN2CC=2C=NC=CC2